N-((1R,2R)-2-Cyclopropoxy-1-(5-((S)-2-cyclopropoxy-1-(5,5-difluoro-2-oxotetrahydropyrimidin-1(2H)-yl)ethyl)-1H-benzo[d]imidazol-2-yl)propyl)-4-methyl-1,2,5-oxadiazole-3-carboxamide C1(CC1)O[C@@H]([C@@H](C1=NC2=C(N1)C=CC(=C2)[C@@H](COC2CC2)N2C(NCC(C2)(F)F)=O)NC(=O)C2=NON=C2C)C